N-((S)-1-(2,2-difluorobenzo[d][1,3]dioxol-5-yl)ethyl)-2-methylpropan-2-sulfinamide FC1(OC2=C(O1)C=CC(=C2)[C@H](C)NS(=O)C(C)(C)C)F